C(CCCCCCC)(=O)SC(CCCCCCC)=O caprylyl sulfide